N-(1H-Pyrazolo[3,4-b]pyridin-5-yl)-1-(chinolin-5-yl)-5-(trifluoromethyl)-1H-pyrazol-4-carboxamid N1N=CC=2C1=NC=C(C2)NC(=O)C=2C=NN(C2C(F)(F)F)C2=C1C=CC=NC1=CC=C2